ClC=1C=CC=2NC(NC(C2N1)=O)=O 6-chloro-1H-pyrido[3,2-d]pyrimidine-2,4-dione